C(C1=CC=CC=C1)OC(=O)N1CCC(CC1)N1N=C(C=2CNCCC21)N2CCCC1=CC(=C(C=C21)C2CC2)C=2C=NN(C2)C 4-{3-[7-cyclopropyl-6-(1-methylpyrazol-4-yl)-3,4-dihydro-2H-quinolin-1-yl]-4H,5H,6H,7H-pyrazolo[4,3-c]pyridin-1-yl}piperidine-1-carboxylic acid benzyl ester